CC=1SC=CC1C1=CC2=C([C@@H](CCO2)CNC=2C=NC=CC2C(=O)O)C=C1 3-({[(4R)-7-(2-methylthiophene-3-yl)-3,4-dihydro-2H-1-benzopyran-4-yl]methyl}amino)pyridine-4-carboxylic acid